9,9',9''-(4-(3-(pyridin-2-yl)phenyl)pyridine-2,3,6-triyl)tris(9H-carbazole) N1=C(C=CC=C1)C=1C=C(C=CC1)C1=C(C(=NC(=C1)N1C2=CC=CC=C2C=2C=CC=CC12)N1C2=CC=CC=C2C=2C=CC=CC12)N1C2=CC=CC=C2C=2C=CC=CC12